C(#N)C1=CC=C(CN2C[C@H](CC2)N(S(=O)(=O)C=2C=NC(=CC2)N2CCOCC2)C(C)C)C=C1 (S)-N-(1-(4-Cyanobenzyl)pyrrolidin-3-yl)-N-isopropyl-6-morpholinopyridine-3-sulfonamide